COCC[N+]1(CCCC1)C 1-(methoxyethyl)-1-methylpyrrolidinium